C1=NC(=CC=2C3=CC=CC=C3NC12)CNC1=NC=CC=2C3=CC=CC=C3NC12 N-[(beta-carboline-3-yl)methyl]-beta-carboline-1-amine